C12(C(CCCC1)O2)C=2C=CC=C1C2C(=O)OC1=O epoxycyclohexane-phthalic anhydride